5-[4-cyclopropyl-7-(3-hydroxy-3-methyl-cyclobutyl)imidazo[4,5-c]pyridazin-3-yl]benzothiophen-4-ol C1(CC1)C=1C2=C(N=NC1C1=CC=C3C(C=CS3)=C1O)N(C=N2)C2CC(C2)(C)O